N-(cis-2-(((cis-4-(2-ethylphenyl)cyclohexyl)oxy)methyl)-piperidin-3-yl)methanesulfonamide C(C)C1=C(C=CC=C1)[C@H]1CC[C@H](CC1)OC[C@@H]1NCCC[C@@H]1NS(=O)(=O)C